(E)-2-{2-[6-(2-cyanophenoxy)pyrimidin-4-yloxy]phenyl}-3-methoxyacrylic acid methyl ester COC(\C(=C\OC)\C1=C(C=CC=C1)OC1=NC=NC(=C1)OC1=C(C=CC=C1)C#N)=O